ethyl 1-(6-(2-methoxypyrimidin-5-yl)quinolin-2-yl)piperidine-4-carboxylate COC1=NC=C(C=N1)C=1C=C2C=CC(=NC2=CC1)N1CCC(CC1)C(=O)OCC